3-butenyl sulfate S(=O)(=O)(OCCC=C)[O-]